FC1(C[C@H](CC1)[C@H](C(=O)NC1=CC(=NO1)CCC)C1=CC=C(C=C1)C=1N=NN(N1)C)F (S)-2-((S)-3,3-Difluorocyclopentyl)-2-(4-(2-methyl-2H-tetrazol-5-yl)phenyl)-N-(3-propylisoxazol-5-yl)acetamide